C(C)(=O)N1CCC(CC1)OC1=CC(=C(C(=C1)F)N1C(CCC1)C=1N=CSC1)F 4-(1-(4-((1-acetylpiperidin-4-yl)oxy)-2,6-difluorophenyl)pyrrolidin-2-yl)thiazol